CC1=C(C=NC=C1)C(=O)O\N=C(\C=1C(=CC2=C(N(C([C@H](CS2(=O)=O)NC(=O)OC(C)(C)C)=O)CC2=CC=C(C=C2)Cl)C1)F)/N [(Z)-[amino-[(3R)-3-(tert-butoxycarbonylamino)-5-[(4-chlorophenyl)methyl]-8-fluoro-1,1,4-trioxo-2,3-dihydro-1λ6,5-benzothiazepin-7-yl]methylene]amino] 4-methylpyridine-3-carboxylate